tert-butyl (2S,4S)-2-(6-bromo-4-oxo-3,4-dihydrothieno[3,2-d]pyrimidin-2-yl)-4-methylpyrrolidine-1-carboxylate BrC1=CC=2N=C(NC(C2S1)=O)[C@H]1N(C[C@H](C1)C)C(=O)OC(C)(C)C